(1R,2R)-2-[[tert-butyl-(diphenyl)silyl]oxymethyl]cyclopropanecarbaldehyde C(C)(C)(C)[Si](OC[C@H]1[C@@H](C1)C=O)(C1=CC=CC=C1)C1=CC=CC=C1